2-((9H-fluoren-9-yl)methyl) 6-(tert-butyl) 2,6-diazaspiro[3.3]heptane-2,6-dicarboxylate tert-Butyl-2,6-diazaspiro[3.3]heptane-2-carboxylate C(C)(C)(C)OC(=O)N1CC2(C1)CNC2.C2N(CC21CN(C1)C(=O)OC(C)(C)C)C(=O)OCC1C2=CC=CC=C2C=2C=CC=CC12